(2-fluorophenyl)(3-methyl-1-butyne) FC1=C(C=CC=C1)C#CC(C)C